tert-butyl 4-((2-(2-(3-(tert-butoxy)-3-oxopropoxy)ethoxy)ethyl)amino)piperidine-1-carboxylate C(C)(C)(C)OC(CCOCCOCCNC1CCN(CC1)C(=O)OC(C)(C)C)=O